methylacryloxyethyltriethylammonium CC=CC(=O)OCC[N+](CC)(CC)CC